butylaminotriazolone C(CCC)NC=1C(N=NN1)=O